3-dimethylaminoprop-2-en-1-one CN(C=CC=O)C